1-(4-((4-((4-([1,2,4]triazolo[1,5-a]pyridin-7-yloxy)-2-methoxy-5-methylphenyl)amino)pyrido[3,4-d]pyrimidin-6-yl)oxy)piperidin-1-yl)prop-2-en-1-one N=1C=NN2C1C=C(C=C2)OC2=CC(=C(C=C2C)NC=2C1=C(N=CN2)C=NC(=C1)OC1CCN(CC1)C(C=C)=O)OC